difluoro-3-(dicyanomethylene)inden-1-one FC1=C2C(C(C(C2=CC=C1)=O)F)=C(C#N)C#N